3-methyltrideca-1-yn-3-ol CC(C#C)(CCCCCCCCCC)O